NC1=NNC2=NC=C(C=C21)Br 3-amino-5-bromo-1H-pyrazolo[3,4-b]Pyridine